C1(CC1)C=1N=NN(C1CO[C@@]12N(C[C@@H](CC1)C2)C=2C=CC=C(C(=O)NS(=O)(=O)C1CCOCC1)C2)C2=C(C=CC=C2Cl)Cl (1S,4S,SR)-5-{[4-cyclopropyl-1-(2,6-dichlorophenyl)-1H-1,2,3-triazol-5-yl]methoxyl-2-azabicyclo[2.2.1]heptan-2-yl}-N-(oxane-4-sulfonyl)benzamide